N=1C=CN2C1C=C(C=C2)C#C[Si](C)(C)C 2-imidazo[1,2-a]pyridin-7-ylethynyl-(trimethyl)silane